phenyl-2-Hydroxy-3-methylbenzoate C1(=CC=CC=C1)OC(C1=C(C(=CC=C1)C)O)=O